methyl 3'-((6-((1-acryloyl-piperidin-4-yl)oxy)-7-methoxy-quinazolin-4-yl)amino)-4'-methoxy-[1,1-biphenyl]-3-carboxylate C(C=C)(=O)N1CCC(CC1)OC=1C=C2C(=NC=NC2=CC1OC)NC=1C=C(C=CC1OC)C1=CC(=CC=C1)C(=O)OC